C(C1=CC=CC=C1)OCC12CC(C1)(C2)NC(=O)N2[C@@H]([C@H](N(CC2)C(=O)OC(C)(C)C)C(=O)OC)C(=O)OC 1-(tert-butyl) 2,3-dimethyl (2S,3S)-4-((3-((benzyloxy)methyl)bicyclo[1.1.1]pentan-1-yl)carbamoyl)piperazine-1,2,3-tricarboxylate